FC1(C(C=O)C=CC(=C1)F)O 2,4-difluorosalicylaldehyde